C(C)(=O)N1CC[C@@H]2N(C([C@H](C1)NC(=O)C=1NC3=CC=C(C=C3C1)C(F)(F)P(O)(O)=O)=O)[C@@H](CC2)C(NC2=CC=C(C=C2)N2C(C=CC=C2)=O)=O ((2-(((5S,8S,10aR)-3-acetyl-6-oxo-8-((4-(2-oxopyridin-1(2H)-yl)phenyl)carbamoyl)deca-hydropyrrolo[1,2-a][1,5]diazocin-5-yl)carbamoyl)-1H-indol-5-yl)difluorometh-yl)phosphonic acid